C(C1=CC=CC=C1)OC=1C=C2C(=C(N(C2=CC1)C1=CC(=C(C=C1)F)C)C(C)C)C1CC(C1)C1=NNC(O1)=O 5-[3-[5-benzyloxy-1-(4-fluoro-3-methyl-phenyl)-2-isopropyl-indol-3-yl]cyclobutyl]-3H-1,3,4-oxadiazol-2-one